(3aS,6R,7aS)-6-((S)-1-(4-fluorophenyl)-1,2,3,4-tetrahydroisoquinoline-2-carbonyl)-1-methylhexahydro-2H-pyrano[4,3-d]oxazol-2-one FC1=CC=C(C=C1)[C@@H]1N(CCC2=CC=CC=C12)C(=O)[C@H]1C[C@@H]2N(C(O[C@@H]2CO1)=O)C